8-[1-(Cyclopropyl-methylsulfonyl)-1H-indol-4-yl]-9-(difluoro-methyl)-7-fluoro-1,4,4-trimethyl-5H-[1,2,4]triazolo[4,3-a]quinoxaline C1(CC1)CS(=O)(=O)N1C=CC2=C(C=CC=C12)C1=C(C=C2NC(C=3N(C2=C1C(F)F)C(=NN3)C)(C)C)F